FC=1C=CC(=NC1C)NC(C=1NC(=C(N1)C)S(=O)(=N)C)C1=CC=C(C=C1)F 5-fluoro-N-[(4-fluorophenyl)-[4-methyl-5-(methylsulfonimidoyl)-1H-imidazol-2-yl]methyl]-6-methylpyridin-2-amine